FC=1C=C(C=CC1F)[C@H]1[C@@H](C1)NC=1C2=C(N=C(N1)SCCC)N(N=N2)C2CC(OC2)C=O 4-(7-(((1R,2S)-2-(3,4-difluorophenyl)cyclopropyl)amino)-5-(propylthio)-3H-[1,2,3]triazolo[4,5-d]pyrimidin-3-yl)tetrahydrofuran-2-carbaldehyde